(S)-1-(3-((4-((3-chloro-2-fluoro-4-(trifluoromethoxy)phenyl)amino)pyrido[3,2-d]pyrimidin-6-yl)oxy)pyrrolidin-1-yl)prop-2-en-1-one ClC=1C(=C(C=CC1OC(F)(F)F)NC=1C2=C(N=CN1)C=CC(=N2)O[C@@H]2CN(CC2)C(C=C)=O)F